6-Chloro-3-[[(1R)-1-[3,6-dimethyl-2-(1-methylpyrazol-4-yl)-4-oxo-chromen-8-yl]ethyl]amino]-N-(3-pyridylsulfonyl)pyridine-2-carboxamide ClC1=CC=C(C(=N1)C(=O)NS(=O)(=O)C=1C=NC=CC1)N[C@H](C)C=1C=C(C=C2C(C(=C(OC12)C=1C=NN(C1)C)C)=O)C